(1R,3S)-3-(3-{[(2-methyl-1,3-oxazol-5-yl)acetyl]-amino}-1H-pyrazol-5-yl)-cyclopentyl [(2S)-2-meth-ylbutyl]carbamate C[C@H](CNC(O[C@H]1C[C@H](CC1)C1=CC(=NN1)NC(CC1=CN=C(O1)C)=O)=O)CC